N1=C(C=CC=C1C(=O)NN)C(=O)NN pyridine-2,6-dicarboxylic dihydrazide